C(=O)(O)[C@H](CC(=O)O)NS(=O)(=O)N[C@H](C(=O)O)CCC(=O)O (S)-2-((N-((S)-1,2-dicarboxyethyl)sulfamoyl)amino)pentanedioic acid